COC1=C(C=CC=C1)[C@H](C)[SiH](C1=CC=CC=C1)C1=CC=CC=C1 (S)-(1-(2-methoxyphenyl)ethyl)diphenylsilane